sulfenyl-diacetic acid S(CC(=O)O)CC(=O)O